CN1C(=NC2=C(C=C(C=C2C1=O)C)C(C)NC1=C(C(=O)O)C=CC=C1)N1CCNCC1 2-((1-(3,6-Dimethyl-4-oxo-2-(piperazin-1-yl)-3,4-dihydroquinazolin-8-yl)ethyl)amino)benzoic acid